N,N-dioctadecyl-1H-benzotriazole-1-methanamine C(CCCCCCCCCCCCCCCCC)N(CN1N=NC2=C1C=CC=C2)CCCCCCCCCCCCCCCCCC